COC1=C(C(=CC(=C1)C1=CN(C(C2=CN=CC=C12)=O)C)OC)CN1[C@H](CC1)C(=O)OC methyl (2R)-1-[[2,6-dimethoxy-4-(2-methyl-1-oxo-2,7-naphthyridin-4-yl)phenyl]methyl]azetidine-2-carboxylate